6-(5-(difluoromethyl)pyrimidin-2-yl)-7-fluoro-2-((2S,4S)-2-fluoro-4-((6-oxo-5-(trifluoromethyl)-1,6-dihydropyridazin-4-yl)amino)pentyl)isoquinolin-1(2H)-one FC(C=1C=NC(=NC1)C=1C=C2C=CN(C(C2=CC1F)=O)C[C@H](C[C@H](C)NC=1C=NNC(C1C(F)(F)F)=O)F)F